2-amino-N-((1S,9R)-9-ethyl-5-fluoro-9-hydroxy-4-methyl-10,13-dioxo-1,2,3,9,10,12,13,15-octahydrobenzo[de]pyrano[3',4':6,7]indolizino[1,2-b]quinolin-1-yl)acetamide NCC(=O)N[C@H]1CCC=2C=3C1=C1C(=NC3C=C(C2C)F)C2=CC3=C(C(N2C1)=O)COC([C@@]3(O)CC)=O